OC1=CC=C(C=C1)C(C=C)=O 1-(4-hydroxyphenyl)prop-2-en-1-one